(2-bromothiazol-4-yl)carbamic acid tert-butyl ester C(C)(C)(C)OC(NC=1N=C(SC1)Br)=O